C(C1=CC=CC=C1)OC(N(C)C1CCC(CC1)OCCN)=O ((1r,4r)-4-(2-aminoethoxy)cyclohexyl)(methyl)carbamic acid benzyl ester